Cl.ClC1=C(C[C@H](N)C)C=CC=C1 |r| (+/-)-2-chloroamphetamine HCl